N1(CCCCC1)C(=O)OCNC=1C2=C(N=CN1)NC=C2C(=O)N2CC(C2)OCC2=CC=CC=C2 (((5-(3-(benzyloxy) azetidine-1-carbonyl)-7H-pyrrolo[2,3-d]pyrimidin-4-yl) amino) methyl) piperidine-1-carboxylate